C(C(C)C)C(C(=O)OCC)C(C(=O)OCC)CC(C)C Diethyl 2,3-diisobutylsuccinate